CC1=CC=C(C=C1)S(=O)(=O)O.NCCCS(=O)(=O)C1=CC=C(C=C1)C=1C=C2C(=CC=[N+](C2=CC1)[O-])C(NCC(=O)N1[C@@H](CC(C1)(F)F)C#N)=O (S)-6-(4-(3-aminopropylsulfonyl)phenyl)-4-(2-(2-cyano-4,4-difluoropyrrolidin-1-yl)-2-oxoethylcarbamoyl)quinolin-1-oxide 4-methylbenzenesulfonate